2-[[3-[4-[[[(4-chloro-phenyl)-butyl]amino]carbonyl]-2-oxazolyl]-7-oxabicyclo[2.2.1]hept-2-yl]methyl]benzenepropanoic acid ClC1=CC=C(C=C1)CCCCNC(=O)C=1N=C(OC1)C1C(C2CCC1O2)CC2=C(C=CC=C2)CCC(=O)O